(S,E)-4-(3-(4-(8-bromo-3-(methoxycarbonyl)-6,7-dihydro-5H-benzo[7]annulen-9-yl)phenoxy)pyrrolidin-1-yl)but-2-enoic acid BrC=1CCCC2=C(C1C1=CC=C(O[C@@H]3CN(CC3)C/C=C/C(=O)O)C=C1)C=CC(=C2)C(=O)OC